C(C)(C)(C)OC(=O)N1NC(C=C1C1=CC=C(C=C1)[N+](=O)[O-])=O 5-(4-nitrophenyl)-3-oxo-2,3-dihydro-1H-pyrazole-1-carboxylic acid tert-butyl ester